NC1=NC=2C=NC(=CC2C2=C1C=CN=C2)C(=O)N(CC2=NC=C(C=C2)C(F)(F)F)C(C)C 5-amino-N-(2-propanyl)-N-((5-(trifluoromethyl)-2-pyridinyl)methyl)pyrido[4,3-c][1,7]naphthyridine-9-carboxamide